N-[4-(1,1-dioxo-1,4-thiazinane-4-carbonyl)-3-(3-propan-2-ylpyrazol-1-yl)phenyl]cyclopropanecarboxamide O=S1(CCN(CC1)C(=O)C1=C(C=C(C=C1)NC(=O)C1CC1)N1N=C(C=C1)C(C)C)=O